6-(benzyloxy)-7-methoxy-1-[(E)-2-{4-methoxy-2-methyl-5-[(4-methylphenyl)methoxy]phenyl}ethenyl]-1,2,3,4-tetrahydroisoquinoline C(C1=CC=CC=C1)OC=1C=C2CCNC(C2=CC1OC)\C=C\C1=C(C=C(C(=C1)OCC1=CC=C(C=C1)C)OC)C